C(C)(=O)C1=NN(C2=C(C=C(C=C12)C=1C=NC(=NC1)C)C)CC(=O)N1[C@@H]2C[C@@]2(C[C@H]1C(=O)NCC1=CC=2CCCCC2C=C1)C (1R,3S,5R)-2-(2-(3-acetyl-7-methyl-5-(2-methylpyrimidin-5-yl)-1H-indazol-1-yl)acetyl)-5-methyl-N-((5,6,7,8-tetrahydronaphthalen-2-yl)methyl)-2-azabicyclo[3.1.0]hexane-3-carboxamide